3-[5-[4-(2-hydroxyethyl)-1-piperidyl]-3,4-dihydro-2H-quinolin-1-yl]piperidine-2,6-dione OCCC1CCN(CC1)C1=C2CCCN(C2=CC=C1)C1C(NC(CC1)=O)=O